7-(4-chlorobenzyl)-1-(3-hydroxypropyl)-8-(4-isopropylphenoxy)-3-methyl-1H-purine-2,6(3H,7H)-dione ClC1=CC=C(CN2C(=NC=3N(C(N(C(C23)=O)CCCO)=O)C)OC2=CC=C(C=C2)C(C)C)C=C1